cis-2-(3-nitrophenyl)cyclopropanecarboxylic acid ethyl ester C(C)OC(=O)[C@H]1[C@H](C1)C1=CC(=CC=C1)[N+](=O)[O-]